FC1=C(C=CC(=N1)C1=NNC(=C1C(C)C)C=1C=C(C=2N(C1)N=CN2)OC)C2CCN(CC2)C(C)C 6-(3-(6-fluoro-5-(1-isopropylpiperidin-4-yl)pyridin-2-yl)-4-isopropyl-1H-pyrazol-5-yl)-8-methoxy-[1,2,4]triazolo[1,5-a]pyridine